2,4-dihydroxy-2'-hydroxychalcone OC1=C(C=CC(=C1)O)\C=C\C(=O)C1=C(C=CC=C1)O